(5-iodo-4-methoxy-7H-pyrrolo[2,3-d]pyrimidin-7-yl)isonicotinic acid IC1=CN(C=2N=CN=C(C21)OC)C2=C(C(=O)O)C=CN=C2